tert-butyl 2,7-diazaspiro[4.5]decane-2-carboxylate hemioxalate C(C(=O)O)(=O)O.C1N(CCC12CNCCC2)C(=O)OC(C)(C)C.C(C)(C)(C)OC(=O)N2CC1(CC2)CNCCC1